(2S)-3-(3-vinyl-phenyl)-2-[(3R)-pyrrolidin-3-yl]propionic acid ammonium salt [NH4+].C(=C)C=1C=C(C=CC1)C[C@H](C(=O)[O-])[C@@H]1CNCC1